4-diethylazaniumylidenecyclohexa-2,5-dien C(C)[N+](=C1C=CCC=C1)CC